isopropyl ((S)-(((2R,3R,4S,5R)-5-(4-amino-5-fluoro-2-oxopyrimidin-1(2H)-yl)-2-(chloromethyl)-4-fluoro-3-hydroxytetrahydrofuran-2-yl) methoxy)(phenoxy)phosphoryl)-L-alaninate NC1=NC(N(C=C1F)[C@H]1[C@H]([C@@H]([C@@](O1)(CCl)CO[P@](=O)(OC1=CC=CC=C1)N[C@@H](C)C(=O)OC(C)C)O)F)=O